BrC1=CN(C2=C1N=CN=C2NCC2=C(C=C(C=C2)OC)OC)C 7-bromo-N-(2,4-dimethoxybenzyl)-5-methyl-5H-pyrrolo[3,2-d]pyrimidin-4-amine